OC1=C(C=CC=C1)C1=NC2=C(N1)C=CC=C2 2-(2-Hydroxy-phenyl)-1H-benzo[d]imidazole